2-[4-(1H-indole-2-carbonyl)piperazin-1-yl]-2-oxo-N-(4,4,4-trifluoro-2-methylbutan-2-yl)acetamide N1C(=CC2=CC=CC=C12)C(=O)N1CCN(CC1)C(C(=O)NC(C)(CC(F)(F)F)C)=O